CNS(=O)(=O)C1=CC(=C(C=C1)N[C@@H](C)C1=CC=CC=C1)B1OC(C(O1)(C)C)(C)C N-methyl-4-[[(1S)-1-phenylethyl]amino]-3-(4,4,5,5-tetramethyl-1,3,2-dioxaborolan-2-yl)benzenesulfonamide